ClC=1C=CC(=C(C1)C1=C2C(=NC(=C1)C)C(=CS2)C(=O)OC)OCCN2C(=NC=1CCC(CC1C2=O)N2CC1(CC2)CNCC(C1)(F)F)C methyl 7-(5-chloro-2-(2-(6-(9,9-difluoro-2,7-diazaspiro[4.5]decan-2-yl)-2-methyl-4-oxo-5,6,7,8-tetrahydroquinazolin-3(4H)-yl)ethoxy)phenyl)-5-methylthieno[3,2-b]pyridine-3-carboxylate